3-bromo-5-(3-chloro-5-methyl-phenoxy)-1-(prop-2-yl)-1H-1,2,4-triazole BrC1=NN(C(=N1)OC1=CC(=CC(=C1)C)Cl)C(C)C